(R)-6-(2-(ethylamino)-4-methoxyphenyl)-5,6,7,8-tetrahydronaphthalen-2-yl pivalate C(C(C)(C)C)(=O)OC1=CC=2CC[C@H](CC2C=C1)C1=C(C=C(C=C1)OC)NCC